CN(C1=CC(=C(C=C1)C)N(C)C)C N1,N1,N3,N3,4-pentamethylbenzene-1,3-diamine